[Na+].[Au+] gold(I), sodium salt